ClC1=CC2=C(NC(=N2)CN(C(OC(C)(C)C)=O)C2=CC(=NC=C2)C(F)(F)F)C=C1Cl tert-butyl ((5,6-dichloro-1H-benzo[d]imidazol-2-yl)methyl)(2-(trifluoromethyl)pyridin-4-yl)carbamate